C(=O)(OC(C)(C)C)N1[C@@H](C[C@@H](C1)F)C(=O)O (2S,4S)-N-Boc-cis-4-fluoro-L-proline